tert-butyl 6-[4-[2-[1-(6,7-dihydro-5H-pyrrolo[1,2-c]imidazol-1-yl)-2-oxo-2-(thiazol-2-ylamino) ethyl]-7-fluoro-3-oxo-isoindol-5-yl] phenyl]-2,6-diazaspiro[3.3]heptane-2-carboxylate C1(=C2N(C=N1)CCC2)C(C(NC=2SC=CN2)=O)N2CC1=C(C=C(C=C1C2=O)C2=CC=C(C=C2)N2CC1(CN(C1)C(=O)OC(C)(C)C)C2)F